C(C)(C)(C)OC(=O)N1[C@@H](CCC1)C(=O)O (2S)-1-tert-butoxy-carbonyl-pyrrolidine-2-carboxylic acid